tert-octyl phosphite P(OC(C)(C)CC(C)(C)C)([O-])[O-]